2-ethyl-N-[3-(prop-2-enylamino)propyl]-4-[[3-[3-(trifluoromethyl)-1H-pyrazol-4-yl]imidazo[1,2-a]pyrazin-8-yl]amino]benzamide C(C)C1=C(C(=O)NCCCNCC=C)C=CC(=C1)NC=1C=2N(C=CN1)C(=CN2)C=2C(=NNC2)C(F)(F)F